3-(3,4-difluorophenyl)-4-(5-(3,5-dimethylisoxazol-4-yl)-1-((S)-tetrahydrofuran-3-yl)-1H-benzo[d]imidazol-2-yl)-1,3-oxazinan-2-one FC=1C=C(C=CC1F)N1C(OCCC1C1=NC2=C(N1[C@@H]1COCC1)C=CC(=C2)C=2C(=NOC2C)C)=O